ClC1=C(C(=O)OC)C=CC(=C1)C1=CN=CO1 Methyl 2-chloro-4-(oxazol-5-yl)benzoate